C(C)[SiH](C=1N(C2=CC=CC=C2C1)C)CC 2-(Diethylsilyl)-1-methyl-1H-indole